CN1OC(C2C1C(CC(C2)(C2=CC=C(C=C2)C)C)C)(C)C 1,3,3,5,7-pentamethyl-5-(p-tolyl)octahydrobenzo[c]isoxazole